(3S,4S)-4-(4-(6-chloro-2-((1-cyclopropyl-5-methyl-1H-pyrazol-4-yl)amino)quinazolin-7-yl)piperazin-1-yl)tetrahydrofuran-3-ol ClC=1C=C2C=NC(=NC2=CC1N1CCN(CC1)[C@@H]1[C@@H](COC1)O)NC=1C=NN(C1C)C1CC1